(4R,4'R)-2,2'-(propane-2,2-diyl)bis(4-benzyl-4,5-dihydrooxazole) CC(C)(C=1OC[C@H](N1)CC1=CC=CC=C1)C=1OC[C@H](N1)CC1=CC=CC=C1